C1CCC2=C(C=3CCCC3C=C12)N1N=CC(=C1)CNC(OCC1=CC=CC=C1)=O Benzyl ((1-(1,2,3,5,6,7-hexahydro-s-indacen-4-yl)-1H-pyrazol-4-yl)methyl)carbamate